3-(2,6-dichlorophenyl)-5-(1-fluorocyclopropyl)-1,2-oxazole-4-carboxylic acid ethyl ester C(C)OC(=O)C=1C(=NOC1C1(CC1)F)C1=C(C=CC=C1Cl)Cl